C(C)(C)(C)OC(=O)N1C([C@H](CC1)C(=O)O)=O (S)-pyrrolidone-1,3-dicarboxylic acid 1-tert-butyl ester